5,5'-isopropylidenebisfurfuryl isocyanate C(C)(C)(C1=CC=C(CN=C=O)O1)C1=CC=C(CN=C=O)O1